[O-2].BrC1(C(C(=C(C2=C(C(=C(C(=C12)F)F)F)F)F)F)F)[Mg]Cl.[Li+].[Li+] lithium bromochloro(heptafluoronaphthyl)magnesium oxide